C(CC)OC(=O)C=1NC=2CC(CC(C2C1C)O)C=1OC=CN1 propyl-4-hydroxy-3-methyl-6-(oxazol-2-yl)-4,5,6,7-tetrahydro-1H-indole-2-carboxylate